FC=1C=C2NC(C=3N(C2=C(C1C1=C2C=CN(C2=CC(=C1)F)S(=O)(=O)C)F)C(=NN3)C)(C)C 7,9-difluoro-8-(6-fluoro-1-methylsulfonyl-1H-indol-4-yl)-1,4,4-trimethyl-5H-[1,2,4]triazolo[4,3-a]quinoxaline